2-(1-naphthyl)-4[3H]quinazolinone C1(=CC=CC2=CC=CC=C12)C1=NC2=CC=CC=C2C(N1)=O